C1=CC=C(C2=CC=CC=C12)C(=C(F)F)O[Si](C)(C)C ((1-(4-naphthyl)-2,2-difluorovinyl)oxy)trimethylsilane